Cl.C1(=CC=CC=C1)C1=NC(=NO1)[C@H](C)N (S)-1-(5-phenyl-1,2,4-oxadiazol-3-yl)ethan-1-amine hydrochloride